6-oxo-6H-benzo[c]chromen-3-yl (2S)-pyrrolidine-2-carboxylate hydrochloride Cl.N1[C@@H](CCC1)C(=O)OC1=CC=C2C3=C(C(OC2=C1)=O)C=CC=C3